C(C=CC)P(OCC(C)C)(OCC(C)C)=O diisobutyl 2-butenylphosphonate